(6Z)-6-methoxyimino-5,5-dimethyl-8-(4-piperidinylmethyl)benzo[h]quinazolin-4-amine CO\N=C/1\C(C=2C(=NC=NC2C2=C1C=C(C=C2)CC2CCNCC2)N)(C)C